NC1=NC(N(C=C1)[C@@H]1O[C@@]([C@H]([C@@H]1F)O)(CO)CCl)=O 4-amino-1-((2R,3S,4R,5R)-5-(chloromethyl)-3-fluoro-4-hydroxy-5-(hydroxymethyl)tetrahydrofuran-2-yl)pyrimidin-2(1H)-one